O[C@@H]([C@@H](C(=O)N[C@@H](CC(C)C)B1OC(C[C@@H](O1)C(NC)=O)=O)NC(C1=NC(=CC=C1)C1=CC=CC=C1)=O)C N-((2S,3R)-3-hydroxy-1-(((R)-3-methyl-1-((R)-4-(methylcarbamoyl)-6-oxo-1,3,2-dioxaborinan-2-yl)butyl)amino)-1-oxobutan-2-yl)-6-phenylpicolinamide